O[C@@H]1[C@H](CCCC1)NC(=O)C1=CC(=C2C(=N1)CCO2)CC2=CC=C(C=C2)C2=CN=C(S2)C N-((1S,2S)-2-hydroxycyclohexyl)-7-(4-(2-methyl-1,3-thiazol-5-yl)benzyl)-2,3-dihydrofuro[3,2-b]pyridine-5-carboxamide